N-(5-anilino-2-pyridinyl)-2-methyl-propionamide N(C1=CC=CC=C1)C=1C=CC(=NC1)NC(C(C)C)=O